1,3-dimethoxy-N-methyl-propan-2-amine COCC(COC)NC